6-(4-fluoro-3-methoxyphenyl)-2-phenoxymethylimidazo[1,2-a]pyrimidine FC1=C(C=C(C=C1)C=1C=NC=2N(C1)C=C(N2)COC2=CC=CC=C2)OC